C(#N)C1=CC(=C2CCN(C2=C1)S(=O)(=O)C1=C2C(=CN=C(C2=CC=C1)OC)C)NC(C)=O N-(6-cyano-1-((1-methoxy-4-methylisoquinolin-5-yl)sulfonyl)indolin-4-yl)acetamide